C(C)(C)(C)OC(C1=C(N=CC=C1CCCCCO)Cl)=O 2-chloro-4-(5-hydroxypentyl)nicotinic acid tert-butyl ester